4-[[2-(trimethylsilyl)ethoxy]methyl]-14-oxa-2,4,10-triazatricyclo[7.5.0.0^3,7]tetradec-1(9),2,5,7-tetraene C[Si](CCOCN1C2=NC=3OCCCNC3C=C2C=C1)(C)C